BrC1=NC2=NC(=NC(=C2N1C1CCC1)OC)OC[C@]12CCCN2C[C@@H](C1)F 8-Bromo-7-cyclobutyl-2-{[(2R,7aS)-2-fluorotetrahydro-1H-pyrrolizin-7a(5H)-yl]methoxy}-6-methoxy-7H-purine